C(C=C)(=O)N1C[C@@H](N(CC1)C=1C2=C(N(C(N1)=O)C=1C(=NC=NC1C(C)C)N(C)C)N=C(C(=C2)Cl)Cl)C (S)-4-(4-Acryloyl-2-methylpiperazin-1-yl)-6,7-dichloro-1-(4-(dimethylamino)-6-isopropylpyrimidin-5-yl)pyrido[2,3-d]pyrimidin-2(1H)-one